IC=1C(C(C=CC1C)(C)S(=O)(=O)O)I diiodop-xylenesulphonic acid